(Z)-2-Chloro-6-fluoro-N-hydroxy-4-methoxybenzimidoyl chloride ClC1=C(/C(=N/O)/Cl)C(=CC(=C1)OC)F